COC(CNC(CCCS(=O)(=O)C1=CC=C(C)C=C1)=O)(C)OC N-(2,2-dimethoxypropyl)-4-p-toluenesulfonyl-butyramide